3-bromo-9-(1-((2-(trimethylsilyl)ethoxy)methyl)-1H-pyrazol-4-yl)imidazo[2,1-f][1,6]naphthyridine BrC1=CN=C2C=3C=C(C=NC3C=CN21)C=2C=NN(C2)COCC[Si](C)(C)C